C(C)(C)(C)OC(=O)N1CCN(CC1)C=1C=NC(=CC1F)C(=O)OC.FC1=C(C=C(C=C1)[C@@H]1NOCC1)OCC1=CC(=CC=C1)F (R)-3-(4-fluoro-3-((3-fluorobenzyl)oxy)phenyl)isoxazolidine tert-butyl-4-(4-fluoro-6-(methoxycarbonyl)pyridin-3-yl)piperazine-1-carboxylate